NC1=CC=2C(=NN(N2)C2=C(C=CC(=C2)C)O)C=C1 5-amino-2-(2-hydroxy-5-methylphenyl)benzotriazole